diethyl 1-propyl-6-methyl-9-oxo-4,8-diphenyl-1,7,8-triazaspiro[4.4]non-2,6-diene-2,3-dicarboxylate C(CC)N1C(=C(C(C12C(=NN(C2=O)C2=CC=CC=C2)C)C2=CC=CC=C2)C(=O)OCC)C(=O)OCC